(S)-5-((4-((2-hydroxy-1-phenylethyl)amino)-5-(3-(1-methylpiperidin-4-yl)-1,2,4-oxadiazol-5-yl)pyridin-2-yl)amino)-3,3-dimethyl-[1,2]oxaborolo[4,3-b]pyridin-1(3H)-ol OC[C@H](C1=CC=CC=C1)NC1=CC(=NC=C1C1=NC(=NO1)C1CCN(CC1)C)NC1=CC=C2C(=N1)C(OB2O)(C)C